pyrazolo[4,3-a]phenanthridin C=1NN=C2C1C1=C3C=CC=CC3=CN=C1C=C2